ClC=1C=2N(C=CC1)N=C(C2)[C@H]2N(CCC1=C2N=CN1)C(=O)C1=C(N=CO1)C1CC1 (S)-(4-(4-chloropyrazolo[1,5-a]pyridin-2-yl)-1,4,6,7-tetrahydro-5H-imidazo[4,5-c]pyridin-5-yl)(4-cyclopropyloxazol-5-yl)methanone